(R)-PENT-4-EN-2-YL-4-METHYLBENZENESULFONATE C[C@H](CC=C)OS(=O)(=O)C1=CC=C(C=C1)C